BrC1=CC(=NC=C1)NC(CC1=C(C=CC=C1)Cl)=O N-(4-bromopyridin-2-yl)-2-(2-chlorophenyl)acetamide